6-(2-{5-[(2S,5R)-5-amino-2-methylpiperidine-1-carbonyl]-7-methoxy-1-methyl-1H-1,3-benzodiazol-2-yl}-1-(cyclopropylmethyl)-1H-pyrrolo[2,3-b]pyridin-6-yl)-2,3-dihydro-1H-isoindol-1-one N[C@@H]1CC[C@@H](N(C1)C(=O)C1=CC2=C(N(C(=N2)C2=CC=3C(=NC(=CC3)C3=CC=C4CNC(C4=C3)=O)N2CC2CC2)C)C(=C1)OC)C